9,9-bis(2,3-dihydro-1H-indene-5-yl)-9H-fluorene C1CCC2=CC(=CC=C12)C1(C2=CC=CC=C2C=2C=CC=CC12)C=1C=C2CCCC2=CC1